1-azido-2-(2-azidoethoxy)ethane N(=[N+]=[N-])CCOCCN=[N+]=[N-]